C[C@@H]1C2=C(CN1)C=C(C=C2)C3=C(C4=C(C=C3)C(=O)C(=CN4C5CC5)C(=O)O)OC(F)F The molecule is a quinolinemonocarboxylic acid that is 1,4-dihydroquinoline-3-carboxylic acid that is substituted by a cyclopropyl group at position 1, an oxo group at position 4, a (1R)-1-methyl-2,3-dihydro-1H-isoindol-5-yl group at position 7, and a difluoromethoxy group at position 8. It has a role as an antibacterial drug and a non-steroidal anti-inflammatory drug. It is a quinolone antibiotic, a quinolinemonocarboxylic acid, an organofluorine compound, a member of cyclopropanes, an aromatic ether and a member of isoindoles.